1-(4-cyano-2-methoxyphenyl)-3-(6-phenylimidazo[1,5-a]pyridin-5-yl)urea C(#N)C1=CC(=C(C=C1)NC(=O)NC1=C(C=CC=2N1C=NC2)C2=CC=CC=C2)OC